OC=1C=C2CCC3([C@@H](C2=CC1)C1=CC=C(C=C1)N1CCC(CC1)CN1CCN(CC1)C=1C=C2CN(C(C2=CC1)=O)C1C(NC(CC1)=O)=O)CCC3 3-(5-(4-((1-(4-((R)-6'-Hydroxy-3',4'-dihydro-1'H-spiro[cyclobutane-1,2'-naphthalen]-1'-yl)phenyl)piperidin-4-yl)methyl)piperazin-1-yl)-1-oxoisoindolin-2-yl)piperidine-2,6-dione